6-methoxy-2-[(1R,4R)-4-formylcyclohexyl]indazol-5-yl-6-(trifluoromethyl)pyridine-2-carboxamide COC=1C(=CC2=CN(N=C2C1)C1CCC(CC1)C=O)C=1C(=NC(=CC1)C(F)(F)F)C(=O)N